1-[1-(4-chloro-3-fluorophenyl)-3-(propan-2-yl)-1H-1,2,4-triazol-5-yl]methanamine ClC1=C(C=C(C=C1)N1N=C(N=C1CN)C(C)C)F